8-bromo-7-hydroxy-1-methyl-3,4-dihydroisoquinoline-2(1H)-carboxylic acid tert-butyl ester C(C)(C)(C)OC(=O)N1C(C2=C(C(=CC=C2CC1)O)Br)C